The molecule is a 2-hydroxy fatty acid anion that is the conjugate base of 2-hydroxydecanoic acid, obtained by deprotonation of the carboxy group; major species at pH 7.3. It is a 2-hydroxy fatty acid anion and a medium-chain fatty acid anion. It is a conjugate base of a 2-hydroxydecanoic acid. CCCCCCCCC(C(=O)[O-])O